FC(C(=O)N1CC(C1)N1N=C(C2=NC=CC(=C21)N2CC1(C2)CN(C1)C)C1=CC=C(C=C1)C(F)(F)F)=C 2-fluoro-1-(3-(7-(6-methyl-2,6-diazaspiro[3.3]heptan-2-yl)-3-(4-(trifluoromethyl)phenyl)-1H-pyrazolo[4,3-b]pyridin-1-yl)azetidin-1-yl)prop-2-en-1-one